FC=1C2=C(C=NC1C1COC1)N=C(N2)C2=CC(=CN2)C(=O)C2=C(C=CC=C2)C(F)(F)F (5-(7-fluoro-6-(oxetan-3-yl)-1H-imidazo[4,5-c]pyridin-2-yl)-1H-pyrrol-3-yl)(2-(trifluoromethyl)phenyl)methanone